CN(C)[PH+](N(C)C)N(C)C tris(dimethylamino)phosphonium